NC=1C=CC(=NC1)C(CNC(=O)C1=NOC(=C1)C1=C(C=C(C=C1)F)F)(C)C=1C=NN(C1)C N-[2-(5-amino-2-pyridyl)-2-(1-methylpyrazol-4-yl)propyl]-5-(2,4-difluorophenyl)isoxazole-3-carboxamide